2-(2-((2-(1-(2,2-difluoroethyl)-6,7-dihydro-1H-[1,4]dioxino[2',3':4,5]benzo[1,2-d]imidazol-2-yl)ethyl)amino)ethyl)-N-((3-methoxypyridin-2-yl)methyl)oxazole-4-carboxamide FC(CN1C(=NC2=C1C=C1C(=C2)OCCO1)CCNCCC=1OC=C(N1)C(=O)NCC1=NC=CC=C1OC)F